C(C)(=O)ONC(CCCCCCCCCCCCCCCCC)=O N-acetoxystearamide